NCC(CN1N=CN(C1=O)CC=1SC(=CC1)C=1C=NN(C1)C(C)C)=C(F)F 2-[2-(aminomethyl)-3,3-difluoro-allyl]-4-[[5-(1-isopropylpyrazol-4-yl)-2-thienyl]methyl]-1,2,4-triazol-3-one